5-fluoro-2-(2-iodo-4-methanesulfonylphenoxy)-1,3-dimethylbenzene FC=1C=C(C(=C(C1)C)OC1=C(C=C(C=C1)S(=O)(=O)C)I)C